3-(2-((4-fluorophenyl)sulfonyl)pyridin-3-yl)-6-methyl-1,6-dihydro-7H-pyrrolo[2,3-c]pyridin-7-one FC1=CC=C(C=C1)S(=O)(=O)C1=NC=CC=C1C1=CNC=2C(N(C=CC21)C)=O